ClC1=CC=C(C=C1)C=1C=C2C(=NC1)NC=C2C(=O)C=2C(=C(C=CC2F)NS(=O)(=O)CCC)F propane-1-sulfonic acid {3-(5-(4-chlorophenyl)-1H-pyrrolo[2,3-b]pyridine-3-carbonyl)-2,4-difluoro-phenyl}-amide